PHENYLETHYL 2-METHYLBUTYRATE CC(C(=O)OCCC1=CC=CC=C1)CC